(4-phenylbicyclo[2.2.2]oct-1-yl)methanol C1(=CC=CC=C1)C12CCC(CC1)(CC2)CO